CC(C)[Si](C(C)C)(OS(=O)(=O)C(F)(F)F)OS(=O)(=O)C(F)(F)F Diisopropylsilylbis(trifluoromethanesulfonate)